hydroxypropyl-trimethylascorbic acid OCCCC([C@@]([C@@]1(C(=C(C(=O)O1)O)O)C)(O)C)(O)C